methyl (1R,2S,5S)-3-[(2S)-2-(1,4-dioxane-2-carbonylamino)-3,3-dimethyl-butanoyl]-6,6-dimethyl-3-azabicyclo[3.1.0]hexane-2-carboxylate O1C(COCC1)C(=O)N[C@H](C(=O)N1[C@@H]([C@H]2C([C@H]2C1)(C)C)C(=O)OC)C(C)(C)C